octahydropyrimido[1,2-a]pyrimidine N1C2N(CCC1)CCCN2